6-bromo-1-chloro-8-iodopyrrolo[1,2-a]pyrazine BrC1=CC(=C2N1C=CN=C2Cl)I